C(C)(=O)OCCCCCC(CC(=O)O)O 8-acetoxy-3-hydroxyoctanoic acid